Cl.Cl.N1NC(C=2CNCCC21)=O 4,5,6,7-tetrahydro-1H-pyrazolo[4,3-c]pyridin-3(2H)-one dihydrochloride